O1C(=CC=C1)C(C1=CC(=C(C(=C1)C)OC=1C=C(C(C#N)=CC1)C#N)C)C1=CC(=C(C(=C1)C)OC=1C=C(C(C#N)=CC1)C#N)C 4,4'-(((furan-2-ylmethylene)bis(2,6-dimethyl-4,1-phenylene))bis(oxy))diphthalonitrile